tert-butyl ((1S)-3-chloro-2-oxo-1-([(3S)-2-oxopyrrolidin-3-yl]methyl)propyl)carbamate ClCC([C@H](C[C@H]1C(NCC1)=O)NC(OC(C)(C)C)=O)=O